3-((1-hydroxy-2-methylpropan-2-yl)sulfonyl)phenol OCC(C)(C)S(=O)(=O)C=1C=C(C=CC1)O